2-(5-(ethoxycarbonyl)-2-methyloxazol-4-yl)-N,N,N-trimethylbenzenaminium C(C)OC(=O)C1=C(N=C(O1)C)C1=C(C=CC=C1)[N+](C)(C)C